(3-acrylamido-5-(trifluoromethyl)phenyl)boronic acid C(C=C)(=O)NC=1C=C(C=C(C1)C(F)(F)F)B(O)O